C(C)(C)(C)OC(CC1=C(C=C(C(=C1)OCC1=CC=CC=C1)C1(CCOCC1)COC(C)=O)F)=O 2-[4-[4-(acetoxymethyl)tetrahydropyran-4-yl]-5-benzyloxy-2-fluoro-phenyl]Acetic acid tert-butyl ester